C(C)(C)(C)N1N=CC(=C1)NC1=NC=C(C(=N1)NCCOCCO)C(=O)N 2-((1-tert-butyl-1H-pyrazol-4-yl)amino)-4-((2-(2-hydroxyethoxy)ethyl)amino)pyrimidin-5-carboxamide